N1C(=NC=C1)C1=CC=C(C=C1)C1=CC=C(C=C1)C=1NC=CN1 4,4'-bis(imidazolyl)biphenyl